N[C@@H]([C@@H](C(=O)N[C@H](C(=O)NCCCCCCCC1=CC(=CC=C1)C=1C(=NN2C1N=C(C=C2N2CCN(CC2)CCO)C2=CC=CC=C2)C)CC(C)C)O)CC2=CC=CC=C2 (S)-2-((2S,3R)-3-amino-2-hydroxy-4-phenylbutanamido)-N-(7-(3-(7-(4-(2-hydroxyethyl)piperazin-1-yl)-2-methyl-5-phenylpyrazolo[1,5-a]pyrimidin-3-yl)phenyl)heptyl)-4-methylpentanamide